BrC1=CC=C(S1)C1=C2N=C(C(=NC2=C(C(=C1OCCCCCCCCCCCC)OCCCCCCCCCCCC)C=1SC(=CC1)Br)C1=CC(=C(C=C1)F)F)C1=CC=CC=C1 5,8-bis(5-bromothien-2-yl)-2-(3',4'-difluorophenyl)-6,7-bis(dodecyloxy)-3-phenylquinoxaline